NC1=NC=C(C#N)C(=C1)OC1COCC1 6-amino-4-((tetrahydrofuran-3-yl)oxy)nicotinonitrile